(R)-7,7-dimethyl-2-(1H-indol-2-one-4-yl)-6-benzoyl-4-(3-methylmorpholin-4-yl)-6,7-dihydro-5H-pyrrolo[3,4-d]pyrimidine CC1(N(CC2=C1N=C(N=C2N2[C@@H](COCC2)C)C2=C1CC(NC1=CC=C2)=O)C(C2=CC=CC=C2)=O)C